tert-butyl (S)-(1-(4-(trifluoromethyl)phenyl)pyrrolidin-3-yl)carbamate FC(C1=CC=C(C=C1)N1C[C@H](CC1)NC(OC(C)(C)C)=O)(F)F